C1=CC=C(C=C1)C2=C(C=CC(=C2Cl)Cl)Cl The molecule is a trichlorobiphenyl that is 1,2,4-trichlorobenzene in which the hydrogen at position 3 has been replaced by a phenyl group. It is a trichlorobiphenyl and a trichlorobenzene.